CC=1C(=NNC1)CN1C(C2=CC=C(C=C2C=N1)S(=O)(=O)C=1C=NN(C1)C)=O 2-((4-methyl-1H-pyrazol-3-yl)methyl)-6-((1-methyl-1H-pyrazol-4-yl)sulfonyl)phthalazin-1(2H)-one